C(CCCCCCCCCCCCCCC(C)C)(=O)[O-].C(CCCCCCCCCCCCCCC(C)C)(=O)[O-].C(CCCCCCCCCCCCCCC(C)C)(=O)[O-].[Al+3] aluminum triisostearate